BrC1=CC(=C(OC2CC(C2)C(=O)O)C=C1OC(F)(F)F)C=1OC2=C(C=CC=C2C(C1)=O)Cl 3-[4-bromo-2-(8-chloro-4-oxo-chromen-2-yl)-5-(trifluoromethoxy)phenoxy]cyclobutanecarboxylic acid